2-((2S,3R)-2-(cyclopentyloxy)-3-(3,5-dimethoxy-4-methylphenyl)-3-hydroxypropyl)benzo[b]thiophene-4-carboxylic acid C1(CCCC1)O[C@@H](CC1=CC2=C(S1)C=CC=C2C(=O)O)[C@H](O)C2=CC(=C(C(=C2)OC)C)OC